1,4-bis(2,5-dimethoxyphenyl)benzene Methyl-(3S,4S)-4-(difluoromethyl)-3-methylpiperidine-3-carboxylate COC(=O)[C@@]1(CNCC[C@@H]1C(F)F)C.COC1=C(C=C(C=C1)OC)C1=CC=C(C=C1)C1=C(C=CC(=C1)OC)OC